C(C)(=O)OC(C)CC\C=C(\CCC=C(C=O)C)/C (5E)-6,10-dimethyl-11-oxoundeca-5,9-dien-2-yl acetate